C(C)(C)N(P(O[C@@H]1[C@H](O[C@H]([C@@]1(C)F)N1C(N=C(C=C1)NC(C1=CC=CC=C1)=O)=O)COC(C1=CC=CC=C1)(C1=CC=C(C=C1)OC)C1=CC=C(C=C1)OC)OCCC#N)C(C)C (2R,3R,4S,5R)-5-(4-benzamido-2-oxopyrimidin-1(2H)-yl)-2-((bis(4-methoxyphenyl)(phenyl)methoxy)methyl)-4-fluoro-4-methyltetrahydrofuran-3-yl (2-cyanoethyl) diisopropylphosphoramidite